N1(CCNCC1)CC1=CC=C(C=C1)N1C(=NC=2C1=NC=CC2)C=2C(=NC=CC2)N 3-(3-(4-(Piperazin-1-ylmethyl)phenyl)-3H-imidazo[4,5-b]pyridin-2-yl)pyridin-2-amine